undeca-2E-ene C\C=C\CCCCCCCC